O1C(OCC1)C1=C(C=C(C=C1)C(C(=O)OCC)(F)F)OCC1=CC=C(C=C1)OC ethyl 2-[4-(1,3-dioxolan-2-yl)-3-[(4-methoxyphenyl)methoxy]phenyl]-2,2-difluoroacetate